IC=1C(=C(C=CC1)N)N 3-iodo-1,2-diaminobenzene